C(C)(C)(C)C1=NC2=CC(=C(C=C2NC1)C)C(NC1(CC1)C1=CC=CC2=CC=CC=C12)=O tert-butyl-6-methyl-7-((1-(naphthalen-1-yl)cyclopropyl)carbamoyl)-3,4-dihydroquinoxaline